N-((S)-3-(3,4-dihydroisoquinolin-2(1H)-yl)-2-hydroxypropyl)pyrimidine-4-carboxamide C1N(CCC2=CC=CC=C12)C[C@H](CNC(=O)C1=NC=NC=C1)O